(R)-2-(3-(3-(4-(2-fluoro-3-methoxyphenoxy)phenyl)-7-methoxy-1H-pyrazolo[4,3-c]pyridin-1-yl)piperidin-1-yl)-2-oxoacetamide FC1=C(OC2=CC=C(C=C2)C2=NN(C3=C2C=NC=C3OC)[C@H]3CN(CCC3)C(C(=O)N)=O)C=CC=C1OC